N-(4-(4-((2-(2,6-dioxopiperidin-3-yl)-1-oxoisoindolin-5-yl)methyl)piperazine-1-yl)-3-(trifluoromethyl)phenyl)-3-(imidazo[1,2-b]pyridazin-3-ylethynyl)-4-methylbenzamide O=C1NC(CCC1N1C(C2=CC=C(C=C2C1)CN1CCN(CC1)C1=C(C=C(C=C1)NC(C1=CC(=C(C=C1)C)C#CC1=CN=C2N1N=CC=C2)=O)C(F)(F)F)=O)=O